C1(CC1)C1=NC=NC(=C1C=1N=C(C2=C(N1)C=CN2CCS(=O)(=O)C)OCC2=CC=C(C=C2)C=2N(C=C(N2)C(F)(F)F)C)OC 2-(4-cyclopropyl-6-methoxy-pyrimidin-5-yl)-5-(2-methylsulfonylethyl)-4-[[4-[1-methyl-4-(trifluoromethyl)imidazol-2-yl]phenyl]methoxy]pyrrolo[3,2-d]pyrimidine